N1=C(C=CC=C1)OC=1C=C(C=CC1)NC(=S)NC(=O)C=1OC=CC1 N-[(3-(pyridin-2-yloxy)phenyl)thiocarbamoyl]furan-2-carboxamide